C(CCCCCCC)(=O)O.C(CCCCCCC)(=O)O.OC1=CC=C(C=C1)C(C1=CC=CC=C1)C1=CC=C(C=C1)O bis(4-hydroxyphenyl)-phenylmethane dicaprylate